2-(4-((6-(benzyloxy)-2-(4-(methylsulfonyl)phenyl)naphthalene-1-yl)oxy)phenoxy)acetaldehyde C(C1=CC=CC=C1)OC=1C=C2C=CC(=C(C2=CC1)OC1=CC=C(OCC=O)C=C1)C1=CC=C(C=C1)S(=O)(=O)C